3-[2-hydroxy-3-(4-isopropylphenylamino)propyl]-1H-1,2,4-triazole-5(4H)-thione OC(CC1=NNC(N1)=S)CNC1=CC=C(C=C1)C(C)C